ClC=1C=C(C=C(C1)NS(=O)(=O)C)NC(=O)C1=CN(C(=C1)C1=NC=C(C=C1OCC1=CC(=CC(=C1)F)F)C#N)C N-(3-chloro-5-(methylsulfonamido)phenyl)-5-(5-cyano-3-((3,5-difluorobenzyl)oxy)pyridin-2-yl)-1-methyl-1H-pyrrole-3-carboxamide